6-chloro-5'-(3-chloro-4-methylphenyl)-2'-(2,4-dimethoxypyrimidin-5-yl)-3'-isopropyl-3'H-spiro[indoline-3,4'-pyrrolo[3,4-d]imidazole]-2,6'(5'H)-dione ClC1=CC=C2C(=C1)NC(C21N(C(C=2N=C(N(C21)C(C)C)C=2C(=NC(=NC2)OC)OC)=O)C2=CC(=C(C=C2)C)Cl)=O